N1(CCC1)C=1C=C(C=CC1)N1C(=C2C(N(N=CC2=C1C)C1=CC(=NC(=C1)C)C)=O)C 6-(3-(Azetidin-1-yl)phenyl)-2-(2,6-dimethylpyridin-4-yl)-5,7-dimethyl-2,6-dihydro-1H-pyrrolo[3,4-d]pyridazin-1-one